(R)-7-(4-Fluorophenyl)-4-(tetrahydro-2H-pyran-4-yl)-N-(1-(2-(trifluoromethyl)pyrimidin-5-yl)ethyl)phthalazin-1-amin FC1=CC=C(C=C1)C1=CC=C2C(=NN=C(C2=C1)N[C@H](C)C=1C=NC(=NC1)C(F)(F)F)C1CCOCC1